ClC1=CC=C(C=C1)OC(Cl)Cl 1-chloro-4-(dichloromethoxy)benzene